ClC1=NC=C(C(=N1)N1[C@H](COC2(CCC2)C1)C)F (7S)-8-(2-chloro-5-fluoropyrimidin-4-yl)-7-methyl-5-oxa-8-azaspiro[3.5]nonane